Methyl 4-bromo-2-(bromomethyl)-6-methylbenzoate BrC1=CC(=C(C(=O)OC)C(=C1)C)CBr